N-(3-bromo-2-chlorophenyl)-5-(dimethoxymethyl)pyridinecarboxamide BrC=1C(=C(C=CC1)NC(=O)C1=NC=C(C=C1)C(OC)OC)Cl